FC(COC1=NC=C(C=N1)B1OC(C)(C)C(C)(C)O1)(F)F 2-(2,2,2-trifluoroethoxy)pyrimidine-5-boronic acid pinacol ester